ethyl (rac)-6-chloro-7-{3-[1-hydroxy-3-(morpholin-4-yl) propyl]-1,5-dimethyl-1H-pyrazol-4-yl}-3-{3-[(naphthalen-1-yl) oxy] propyl}-1H-indole-2-carboxylate ClC1=CC=C2C(=C(NC2=C1C=1C(=NN(C1C)C)[C@@H](CCN1CCOCC1)O)C(=O)OCC)CCCOC1=CC=CC2=CC=CC=C12 |r|